P(O)(O)=O.P(O)(O)=O.CSC1CC(SC1)C Tetrahydro-4-methylthiothiophenylmethane bisphosphonate